ClC1=NC=C(C(=N1)NCC1=CC=C(C=C1)C=1N(C=C(N1)C(F)(F)F)C)NC 2-chloro-N5-methyl-N4-[[4-[1-methyl-4-(trifluoromethyl)imidazol-2-yl]phenyl]methyl]pyrimidine-4,5-diamine